ClC=1C(=NC=CC1SC=1N=C2C(=NC1)NC(=N2)N2CCC1(CC2)[C@@H](C2=CC=CC=C2C1)N)N1CCOCC1 (S)-1'-(5-((3-chloro-2-morpholinopyridin-4-yl)thio)-1H-imidazo[4,5-b]pyrazin-2-yl)-1,3-dihydrospiro[indene-2,4'-piperidin]-1-amine